tert-butyl (1-(2-(cyclopropanesulfonamido)pyrimidin-4-yl)cyclopropyl)carbamate C1(CC1)S(=O)(=O)NC1=NC=CC(=N1)C1(CC1)NC(OC(C)(C)C)=O